FC=1C=C(C#N)C=C(C1)[C@@H]1CC=NN1C(=O)N1CC(C1)OC1=CC(=NC=C1F)C=1C(=NN(C1C)CCOC)C (S)-3-fluoro-5-(1-(3-((5-fluoro-2-(1-(2-methoxyethyl)-3,5-dimethyl-1H-pyrazol-4-yl)pyridin-4-yl)oxy)azetidine-1-carbonyl)-4,5-dihydro-1H-pyrazol-5-yl)benzonitrile